tert-Butyl 4-(1-(3,4-difluoro-5-(methoxymethoxy)phenyl)-1H-indazol-5-yl)-4-(methoxymethyl)piperidine-1-carboxylate FC=1C=C(C=C(C1F)OCOC)N1N=CC2=CC(=CC=C12)C1(CCN(CC1)C(=O)OC(C)(C)C)COC